COC1=C(C2=CC=CC=C2C=C1)C1=C(C(=CC=C1)C1=C(C=CC2=CC=CC=C12)OC)P(C1=CC=CC=C1)C1=CC=CC=C1 [2,6-bis(2-methoxy-1-naphthalenyl)phenyl]-diphenylphosphine